2-(3-amino-4-morpholinylphenylamino)-4-(1-methylindol-3-yl)pyrazolo[1,5-a][1,3,5]Triazine NC=1C=C(C=CC1N1CCOCC1)NC1=NC=2N(C(=N1)C1=CN(C3=CC=CC=C13)C)N=CC2